(R)- or (S)-N-((1-(4-(trifluoromethyl)-phenyl)-1,2,3,4-tetrahydro-quinolin-3-yl)methyl)-acrylamide FC(C1=CC=C(C=C1)N1C[C@H](CC2=CC=CC=C12)CNC(C=C)=O)(F)F |o1:10|